5,10,15,20-tetra(4-[(trimethylsilyl)ethynyl]phenyl)porphyrin C[Si](C)(C)C#CC1=CC=C(C=C1)C=1C2=CC=C(N2)C(=C2C=CC(C(=C3C=CC(=C(C=4C=CC1N4)C4=CC=C(C=C4)C#C[Si](C)(C)C)N3)C3=CC=C(C=C3)C#C[Si](C)(C)C)=N2)C2=CC=C(C=C2)C#C[Si](C)(C)C